ClC1=[N+](C=CC=C1)CCCCCCCCCCCC 2-Chloro-1-(dodecyl)pyridin-1-ium